3-[(4-fluorophenoxy)methyl]-2-[(4-methoxyphenyl)methyl]-4-methyl-4-azabicyclo[3.1.1]heptane FC1=CC=C(OCC2C(C3CC(N2C)C3)CC3=CC=C(C=C3)OC)C=C1